FC(C1=CC=C(CNC(\C=C\C2=NC=3N(C(N(C(C3N2C)=O)C)=O)C)=O)C=C1)(F)F (E)-N-(4-(trifluoromethyl)benzyl)-3-(1,3,7-trimethyl-2,6-dioxo-2,3,6,7-tetrahydro-1H-purin-8-yl)acrylamide